BrC1=NN(C(=N1)OC1=C(C(=CC=C1)F)Cl)C(C)C 3-bromo-5-(2-chloro-3-fluorophenoxy)-1-(propan-2-yl)-1H-1,2,4-triazole